FC=1C=C(C=CC1CN1C=NC(=C1)F)[C@H]1[C@@H](C1)C(=O)O (1R,2R)-2-(3-fluoro-4-((4-fluoro-1H-imidazol-1-yl)methyl)phenyl)cyclopropane-1-carboxylic acid